OCN1C=CC2=C1N=CN=C2N([C@H]2CN(CC[C@H]2C)C(CC#N)=O)C 3-((3R,4R)-3-((7-(hydroxymethyl)-7H-pyrrolo[2,3-d]pyrimidin-4-yl)(methyl)amino)-4-methylpiperidin-1-yl)-3-oxopropanenitrile